S,S-bis(2-cyano-2-propyl)trithiocarbonate C(#N)C(C)(C)[S-](C([S-])=S)C(C)(C)C#N